OC1=C(C=CC=C1)C(C=CC1=CC=CC=C1)=O 1-(2-hydroxyphenyl)-3-phenylpropan-2-en-1-one